CNC(=O)C=1C=C(C=C2C1C(=CO2)C2=CC(=CC(=C2)OC)OC)OC n-methyl-3-(3,5-dimethoxyphenyl)-6-methoxy-4-benzofurancarboxamide